(3S)-5-[(E)-3-[tert-butoxycarbonyl(methyl)amino]prop-1-enyl]-2-oxo-spiro[1H-pyrrolo[2,3-b]pyridine-3,6'-5,7-dihydrocyclopenta[b]pyridine]-3'-carboxylic acid C(C)(C)(C)OC(=O)N(C/C=C/C=1C=C2C(=NC1)NC([C@]21CC=2C(=NC=C(C2)C(=O)O)C1)=O)C